(S)-4-(((S)-3-fluoro-2-methoxypropyl)(4-(5,6,7,8-tetrahydro-1,8-naphthyridin-2-yl)butyl)amino)-2-(3-methoxypicolinamido)butanoic acid FC[C@H](CN(CC[C@@H](C(=O)O)NC(C1=NC=CC=C1OC)=O)CCCCC1=NC=2NCCCC2C=C1)OC